(R)-4-Benzyl-3-(4,4,4-trifluorobutanoyl)oxazolidin-2-one C(C1=CC=CC=C1)[C@H]1N(C(OC1)=O)C(CCC(F)(F)F)=O